COC(=O)N1C2CC2CC1 2-azabicyclo[3.1.0]hexane-2-carboxylic acid methyl ester